BrC=1C(=NC(=NC1)NC=1C=NN(C1)C1CCN(CC1)C)NCCCN1C(COCCC1)=O 4-(3-((5-bromo-2-((1-(1-methylpiperidin-4-yl)-1H-pyrazol-4-yl)amino)pyrimidin-4-yl)amino)propyl)-1,4-oxazepan-3-one